C[C@H](CCCCCC)O R-2-Octanol